ClC1=NC=CC(=C1)NC(C1=CC(=C(C=C1)F)C(C(=O)N1CC(C(CC1)O)(F)F)(F)F)=O N-(2-chloropyridin-4-yl)-3-(2-(3,3-difluoro-4-hydroxypiperidin-1-yl)-1,1-difluoro-2-oxoethyl)-4-fluorobenzamide